FC1=CC=C(C=C1)C=1N=CN(C1C=1C=CC=2N(N1)C(=CN2)C#N)CC(C)(C)O 6-(4-(4-fluorophenyl)-1-(2-hydroxy-2-methylpropyl)-1H-imidazol-5-yl)imidazo[1,2-b]pyridazine-3-carbonitrile